(2S,3R,4S)-2-[(2,3'-difluoro[1,1'-biphenyl]-3-yl)methyl]-4-fluoro-3-[(methanesulfonyl)amino]-N,N-dimethylpyrrolidine-1-carboxamide FC1=C(C=CC=C1C[C@@H]1N(C[C@@H]([C@@H]1NS(=O)(=O)C)F)C(=O)N(C)C)C1=CC(=CC=C1)F